N-methyl-2-(methylthio)ethanamine hydrochloride Cl.CNCCSC